C(C)NC1=NC=C(C(=N1)N)OC1=C(C=C(C(=C1)I)OC)C(C)C N*2*-Ethyl-5-(5-iodo-2-isopropyl-4-methoxy-phenoxy)-pyrimidine-2,4-diamine